C1=C(C=CC2=CC=CC=C12)\C(\C)=N\NC(CCCCC)=O (E)-N'-(1-(naphthalen-2-yl)ethylidene)hexanehydrazide